6-[1-[1-(3-fluoro-1-prop-2-enoyl-azetidine-3-carbonyl)-4-piperidyl]-5-methyl-triazol-4-yl]-4-(2-methoxyethylamino)-pyrazolo[1,5-a]pyridine-3-carbonitrile FC1(CN(C1)C(C=C)=O)C(=O)N1CCC(CC1)N1N=NC(=C1C)C=1C=C(C=2N(C1)N=CC2C#N)NCCOC